1-benzyl-N-(spiro[2.3]hexan-1-yl)piperidin-3-amine C(C1=CC=CC=C1)N1CC(CCC1)NC1CC12CCC2